1,3-Diimino-4-fluoro-1H-isoindol N=C1NC(C2=C(C=CC=C12)F)=N